N1=C(C=CC=C1)CN(CC1=CC=C(C=C1)CN)C1CCCC=2C=CC=NC12 (2-pyridylmethyl)-N'-(5,6,7,8-tetrahydro-8-quinolinyl)-1,4-xylylenediamine